COCCCOC=1C=C(C=CC1C=1N=C(SC1)C)CC(C(C)C)NC=O N-(1-(3-(3-methoxypropoxy)-4-(2-methylthiazol-4-yl)phenyl)-3-methylbutan-2-yl)formamide